4-cyano-4'-hydroxyl-biphenyl C(#N)C1=CC=C(C=C1)C1=CC=C(C=C1)O